ClC1=NC=C2C(C(=CN(C2=C1)C1CC1)C(=O)O)=O 7-chloro-1-cyclopropyl-4-oxo-1,4-dihydro-1,6-naphthyridine-3-carboxylic acid